C(C1=CC=CC=C1)OC(=O)N1C[C@H](CCC1)NN (S)-1-benzyloxycarbonyl-3-aminoaminopiperidine